1-(7-bromo-8-chloro-6-fluoro-1-(piperidin-4-yl)-1H-pyrazolo[4,3-c]quinolin-4-yl)-N,N-dimethylazetidin-3-amine BrC=1C(=CC=2C3=C(C(=NC2C1F)N1CC(C1)N(C)C)C=NN3C3CCNCC3)Cl